2-((1R,2S,3R,5S)-3-amino-2-fluoro-8-azabicyclo[3.2.1]oct-8-yl)-5-(4-chloro-2-methyl-2H-indazol-5-yl)-3-methyl-3,7-dihydro-4H-pyrrolo[2,3-d]pyrimidin-4-one N[C@H]1[C@@H]([C@H]2CC[C@@H](C1)N2C=2N(C(C1=C(N2)NC=C1C1=C(C2=CN(N=C2C=C1)C)Cl)=O)C)F